(5-((6-((R)-3-(3-chloro-2-fluorophenyl)isoxazolidine-2-yl)pyrimidine-4-yl)amino)-2-((R)-3-(dimethylamino)pyrrolidine-1-yl)-4-methoxyphenyl)acrylamide ClC=1C(=C(C=CC1)[C@@H]1N(OCC1)C1=CC(=NC=N1)NC=1C(=CC(=C(C1)C(C(=O)N)=C)N1C[C@@H](CC1)N(C)C)OC)F